(2R)-N-[2-(1-benzylpiperidin-4-yl)ethyl]-4-(5-fluoro-6-methylpyridin-2-yl)-2-methylpiperazine-1-carboxamide C(C1=CC=CC=C1)N1CCC(CC1)CCNC(=O)N1[C@@H](CN(CC1)C1=NC(=C(C=C1)F)C)C